FC1=CC=CC=2OCCCOC=3C(=CC=C(C4=NNC5=CN=C(C12)C=C45)C3)N3CC4CCC(C3)N4C 16-fluoro-5-{8-methyl-3,8-diazabicyclo[3.2.1]octan-3-yl}-7,11-dioxa-19,22,23-triazapentacyclo[16.5.2.12,6.012,17.021,24]hexacosa-1(23),2,4,6(26),12(17),13,15,18,20,24-decaene